1H-indole-1,5-dicarboxylic acid N1(C=CC2=CC(=CC=C12)C(=O)O)C(=O)O